COC1=CC=C(C=C1)COCCO 2-[(4-methoxyphenyl)methoxy]ethanol